C1=CC=C(C=2OC3=C(C21)C=CC=C3)C=3OC2=C(N3)C=CC=C2C2=C(C=C(C=C2C(C)C)C2=CC=C(C=C2)C2=CC=CC=C2)C(C)C 2-(Dibenzo[b,d]furan-4-yl)-7-(3,5-diisopropyl-[1,1':4',1''-terphenyl]-4-yl)benzo[d]oxazole